OC1=CC=C(C=C1)C1COC2=CC(=CC=C2C1C1=CC=CC=C1)O 1-cis-3-(4-hydroxyphenyl)-4-phenylchroman-7-ol